2-pentyl-1,4-phenylenediamine C(CCCC)C1=C(C=CC(=C1)N)N